CC1C(CCNC1)O 5-Methyl-4-hydroxypiperidine